FC(C(=O)O)(F)F.N[C@H]1[C@@H](OCCC1)C1=C(C2=NC(=CC(=C2S1)NCC1=C(C=CC=C1)F)Cl)Br 2-((2R,3R)-3-aminotetrahydro-2H-pyran-2-yl)-3-bromo-5-chloro-N-(2-fluorobenzyl)thieno[3,2-b]pyridin-7-amine trifluoroacetate